CC1=NC=CC(=C1)NC1=C(C=CC(=N1)N1CC2CN(CC2C1)C(=O)OC(C)(C)C)[N+](=O)[O-] tert-butyl 2-[6-[(2-methyl-4-pyridyl)amino]-5-nitro-2-pyridyl]-1,3,3a,4,6,6a-hexahydropyrrolo[3,4-c]pyrrole-5-carboxylate